C(C)C1(C(=O)OCCC1)CCCC ethyl-butyl-valerolactone